FC(C1=CN=C(S1)C1=NC(=CN=C1)N1CC2(CN(C2)C2=CC(=NC=C2)C(F)(F)F)CC1)(F)F 5-(trifluoromethyl)-2-(6-(2-(2-(trifluoromethyl)pyridin-4-yl)-2,6-diazaspiro[3.4]octan-6-yl)pyrazin-2-yl)thiazole